C(C)(C)(C)C1=C(C(=CC(=C1)C(C)(C)C)C(C)C)O 2,4-di-tert-butyl-6-isopropyl-phenol